4-(methylamino)-2-methylsulfanyl-4,5-dihydropyrimidine-5-carbaldehyde CNC1N=C(N=CC1C=O)SC